2-bromo-6-fluoro-4-(tetrahydro-2H-pyran-4-yl)benzaldehyde BrC1=C(C=O)C(=CC(=C1)C1CCOCC1)F